CN1N=C(N=C1)C(=O)OC methyl 1-methyl-1,2,4-triazole-3-carboxylate